O[C@H]1[C@@]2([C@H](CC[C@@]2([C@@H]2CC[C@@H]3C[C@H](CC[C@@]3([C@H]2C1)C)OC(=O)NCCCC(=O)O)O)C=1COC(C1)=O)C 4-(((((3S,5R,8R,9S,10S,12R,13S,14S,17R)-12,14-dihydroxy-10,13-dimethyl-17-(5-oxo-2,5-dihydrofuran-3-yl)hexadecahydro-1H-cyclopenta[a]phenanthren-3-yl)oxy)carbonyl)amino)butanoic acid